C(N1N=CC=C1C(=O)OCC)([2H])([2H])[2H] ethyl 1-(methyl-d3)-1H-pyrazole-5-carboxylate